4-((2-(3,3-difluorocyclopentyl)-1H-imidazol-4-yl)methyl)-3-fluoropyridine FC1(CC(CC1)C=1NC=C(N1)CC1=C(C=NC=C1)F)F